C1(CCCCCCCCCCCCCC1)=NO cyclopentadecanone monooxime